CC1=C(C(=O)P(C2=CC=CC=C2)(C2=CC=CC=C2)=O)C(=CC(=C1)C)C 2,4,6-Trimethylbenzoyldiphenyl-phosphin oxid